Cl.C(C1=CC=CC=C1)OC(=O)N[C@@H](C(C)C)C(=O)N[C@@H](CCCCN)C(=O)O ((benzyloxy)carbonyl)-L-valyl-L-lysine hydrochloride